C1(CC1)C=1C=C(C=C(C1)CCN[C@@H]([C@H]1CNC2=C(N1)N=CC=C2)C2=CC=CC=C2)CC(=O)O 2-(3-cyclopropyl-5-(2-(((R)-phenyl((R)-1,2,3,4-tetrahydropyrido[2,3-b]pyrazin-3-yl)methyl)amino)ethyl)phenyl)acetic acid